C(C)C=1C(C2=CC=CC=C2C(C1)=O)=O ethyl-1,4-naphthoquinone